6-(3-(2H-1,2,3-Triazol-4-yl)phenyl)-1-(cyclohexylmethyl)-1H-imidazo[4,5-b]pyrazin N=1NN=C(C1)C=1C=C(C=CC1)C1=CN=C2C(=N1)N(C=N2)CC2CCCCC2